((2-(2-hydroxypropan-2-yl)phenyl)amino)-3-((7-methoxy-2-methyl-1,2,3,4-tetrahydroisoquinolin-6-yl)amino)-1,2,4-triazine-6-carboxamide OC(C)(C)C1=C(C=CC=C1)NC=1N=C(N=NC1C(=O)N)NC=1C=C2CCN(CC2=CC1OC)C